N[C@@H](CC1=NC=CC=C1)C(=O)O 2-azaphenylalanine